FC1(CCN(CC1)C1=NC(=CC(=N1)C=1OC(=NN1)C1=C(C=C(C=C1)I)N1CCC2(CC2)CC1)C)F 2-(2-(4,4-difluoropiperidin-1-yl)-6-methylpyrimidin-4-yl)-5-(4-iodo-2-(6-azaspiro[2.5]oct-6-yl)phenyl)-1,3,4-oxadiazole